ClC1=NC=C(C(=C1)NCC1(CCCC1)CO)C1=NN(C=C1)C(F)F (1-(((2-Chloro-5-(1-(difluoromethyl)-1H-pyrazol-3-yl)pyridin-4-yl)amino)methyl)cyclopentyl)methanol